C1(C(CC=CC1)CO)CO cyclohex-4-ene-1,2-diyldimethanol